5-methyl-2-(prop-1-yn-1-yl)pyridine CC=1C=CC(=NC1)C#CC